(S)-methyl 2-hydroxy-3-phenylpropanoate O[C@H](C(=O)OC)CC1=CC=CC=C1